ClC1=C(C(=NC(=N1)C1=NC=CC=C1)NC1=C(C=C(C=C1)Cl)Cl)C(F)(F)F 6-chloro-N-(2,4-dichlorophenyl)-2-(2-pyridyl)-5-(trifluoromethyl)-4-pyrimidinamine